CC(CC(CC(CC(CC)C(=O)[O-])C(=O)[O-])C(=O)[O-])C(=O)[O-] decane-2,4,6,8-tetra-carboxylate